C(C1=CC=CC=C1)[C@@]12CC[C@]3(C[C@H](CC3=C1CCC=1C=C(C=CC21)NC=2C(=NC=CC2)C)O)C (9S,13S,16R)-9-benzyl-13-methyl-3-((2-methylpyridin-3-yl)amino)-7,9,11,12,13,15,16,17-octahydro-6H-cyclopenta[a]phenanthren-16-ol